Cl.N[C@H](C(=O)N[C@H](C(=O)N)CO)CO[Si](C1=CC=CC=C1)(C1=CC=CC=C1)C(C)(C)C (S)-2-amino-N-((S)-1-amino-3-hydroxy-1-oxopropan-2-yl)-3-((tert-butyldiphenylsilyl)oxy)propanamide hydrochloride